N[C@@H]1CN(CC[C@H]1F)C1=NC2=C(N1CC(=O)N(C)C)C(=CC(=C2)F)F 2-(2-((3r,4r)-3-amino-4-fluoropiperidin-1-yl)-5,7-difluoro-1H-benzo[d]imidazol-1-yl)-N,N-dimethylacetamide